ClC=1C(=NC=C(C1)F)CCl 3-chloro-2-(chloromethyl)-5-fluoro-pyridine